2-(1-methyl-1H-pyrazol-4-yl)-N-((R)-((R)-7-(1-methyl-1H-pyrazol-4-yl)-1,2,3,4-tetrahydropyrido[2,3-b]pyrazin-3-yl)(phenyl)methyl)ethan-1-amine CN1N=CC(=C1)CCN[C@H](C1=CC=CC=C1)[C@H]1CNC2=C(N1)N=CC(=C2)C=2C=NN(C2)C